4-[ethyl-[4-(5,6,7,8-tetrahydro-1,8-naphthyridin-2-yl)butyl]amino]-2-[(1-methylindazole-4-carbonyl)amino]butanoic acid C(C)N(CCC(C(=O)O)NC(=O)C=1C=2C=NN(C2C=CC1)C)CCCCC1=NC=2NCCCC2C=C1